BrC=1C=CC(=C(C1)C1=C(C=CC=C1)O)Cl (5-bromo-2-chlorophenyl)phenol